C1(CC1)C1=CC(=NN1C1=CC=C(C=N1)NC(CC=1C=C2C=CC=NC2=CC1)=O)C(F)(F)F N-{6-[5-cyclopropyl-3-(trifluoromethyl)-1H-pyrazol-1-yl]pyridin-3-yl}-2-(quinolin-6-yl)acetamide